(R)-2-(2-((1-ethylpiperidin-3-yl)amino)oxazolo[4,5-b]pyridin-5-yl)-3-methoxy-5-(trifluoromethyl)phenol C(C)N1C[C@@H](CCC1)NC=1OC=2C(=NC(=CC2)C2=C(C=C(C=C2OC)C(F)(F)F)O)N1